NC1=CC=CC(=N1)S(=O)(=O)NC(=O)C=1C(=NC(=CC1)C1=NC(=CC=C1C)OCC(C)(C)C)N1C(CC(C1)C)(C)C N-[(6-Amino-2-pyridyl)sulfonyl]-6-[6-(2,2-dimethylpropoxy)-3-methyl-2-pyridyl]-2-(2,2,4-trimethylpyrrolidin-1-yl)pyridin-3-carboxamid